[4-[(9S)-4,5,13-trimethyl-9-(oxazol-2-ylmethyl)-3-thia-1,8,11,12-tetrazatricyclo[8.3.0.02,6]trideca-2(6),4,7,10,12-pentaen-7-yl]phenoxy]-7-azaspiro[3.5]nonane-7-carboxylate CC=1SC=2N3C(=NN=C3[C@@H](N=C(C2C1C)C1=CC=C(OC2CCC23CCN(CC3)C(=O)[O-])C=C1)CC=1OC=CN1)C